2-tetrahydrofurylsilane O1C(CCC1)[SiH3]